((5-(4-methoxy-3-methylphenyl)thiophen-2-yl)methyl)quinoxaline-2-carboxamide COC1=C(C=C(C=C1)C1=CC=C(S1)CC=1C(=NC2=CC=CC=C2N1)C(=O)N)C